C1(=CC=CC=C1)C(C(=O)OC(C(COC(C1=CC=CC=C1)=O)C)C)=O 2-methyl-1,3-butanediol benzoate phenylglyoxylate